N-(6-(N-(4-chlorophenyl)sulfamoyl)pyridin-2-yl)-2-phenyl-1H-imidazole-5-carboxamide ClC1=CC=C(C=C1)NS(=O)(=O)C1=CC=CC(=N1)NC(=O)C1=CN=C(N1)C1=CC=CC=C1